4-((3-chlorophenyl)sulfonyl)-5-methyl-5-phenyl-furan ClC=1C=C(C=CC1)S(=O)(=O)C1=CCOC1(C1=CC=CC=C1)C